CC1=CN=C2N1C(=CN=C2)N=C(C2=CC=CC=C2)C2=CC=CC=C2 N-(3-methylimidazo[1,2-a]pyrazin-5-yl)-1,1-diphenyl-methanimine